tetraprenyl pyrophosphate O(P(OCC=C(C)C)(=O)OP(=O)(OCC=C(C)C)OCC=C(C)C)CC=C(C)C